C1(=CC=CC=C1)C1=C(C2=CC=CC=C2C=C1)B(O)O 2-phenyl-1-naphthalenyl-boronic acid